2-(2-bromo-6-chloropyridin-4-yl)-3-methylpiperazine BrC1=NC(=CC(=C1)C1NCCNC1C)Cl